5-[dimethoxy(phenyl)silyl]pentane-1,2-disulfonic acid CO[Si](CCCC(CS(=O)(=O)O)S(=O)(=O)O)(C1=CC=CC=C1)OC